FC=1C=C2C=CC=NC2=C(C1)C=1C(=NC=C(N1)N1C2CN(C(C1)C2)C)C(=O)N (6-fluoroquinolin-8-yl)-5-(5-methyl-2,5-diazabicyclo[2.2.1]heptan-2-yl)pyrazine-2-carboxamide